Cl.N1CCC(CC1)C1=CC=C(C=N1)[C@@H]1C(NC(CC1)=O)=O |r| rac-(3R)-3-[6-(piperidin-4-yl)pyridin-3-yl]piperidine-2,6-dione hydrochloride salt